C(C)(C)(C)C=1C(=C(C=C(C1)CCC(=O)OCCCCCCCC)N1N=C2C(=N1)C=CC(=C2)Cl)O 2-(3'-tert-butyl-2'-hydroxy-5'-(2-octyl-oxycarbonylethyl)phenyl)-5-chloro-benzotriazole